IN1C(=O)N(C(=O)C1(C)C)Br 1-iodo-3-bromo-5,5-dimethylhydantoin